C1=CC=CC=2C=CC=3SC=4C=CC=CC4NC3C21 12H-benzophenothiazine